[I].C(C)(=O)OC1=C(C=CC=C1)OC(C)=O diacetoxybenzene iodine